O1C[C@H](NCCC1)C(=O)O (S)-1,4-OXAZEPANE-3-CARBOXYLIC ACID